N1(CCOCC1)CC1=CC=C(C=C1)C1=CC=CC2=C1OC(CO2)C[NH-] [8-(4-morpholin-4-ylmethyl-phenyl)-2,3-dihydro-benzo[1,4]dioxin-2-ylmethyl]-amid